dibutyldiphosphonic acid C(CCC)P(OP(=O)(O)CCCC)(=O)O